C(C)(C)N1CC2(C1)CCN(CC2)C2=CC=C(C=C2)C2=CC=C1C(=N2)N(C(=N1)C1=CC=C(C=C1)S(=O)(=O)C)C 5-(4-(2-isopropyl-2,7-diazaspiro[3.5]non-7-yl)phenyl)-3-methyl-2-(4-(methylsulfonyl)phenyl)-3H-imidazo[4,5-b]pyridine